((6-bromoisochroman-8-yl)methylene)-2-methylpropane-2-sulfinamide BrC=1C=C2CCOCC2=C(C1)C=CC(C)(S(=O)N)C